6-chloro-3-(((R)-1-(2-cyano-3-((R)-3,3-difluoro-4-(methoxymethyl)pyrrolidin-1-yl)-7-methylquinoxalin-5-yl)ethyl)amino)picolinic acid ClC1=CC=C(C(=N1)C(=O)O)N[C@H](C)C1=C2N=C(C(=NC2=CC(=C1)C)C#N)N1CC([C@H](C1)COC)(F)F